4-(2-(4-Chloro-2-fluorophenyl)-2-methylbenzo[d][1,3]dioxol-4-yl)-1,2,3,6-tetrahydropyridin TFA salt OC(=O)C(F)(F)F.ClC1=CC(=C(C=C1)C1(OC2=C(O1)C=CC=C2C=2CCNCC2)C)F